CC1=CC=C(C=C1)S(=O)(=O)O.FC1=C(CC2CC3(CNC3)C2)C=CC(=C1)F 6-(2,4-difluorobenzyl)-2-azaspiro[3.3]heptane 4-methylbenzenesulfonate